FC(CN1N=CC=2C1=NC(=CN2)N2CC(CC(C2)COC=2C(=NC=CC2)C(F)(F)F)C)F 1-(2,2-difluoroethyl)-6-(3-methyl-5-(((2-(trifluoromethyl)pyridin-3-yl)oxy)methyl)piperidin-1-yl)-1H-pyrazolo[3,4-b]pyrazine